tert-butyl 2-((5-(ethoxycarbonyl)-2-(methylthio) pyrimidin-4-yl) amino)-7-azaspiro[3.5]nonane-7-carboxylate C(C)OC(=O)C=1C(=NC(=NC1)SC)NC1CC2(C1)CCN(CC2)C(=O)OC(C)(C)C